(3aR,5aS,9aS,9bR)-3a,6,6,9a-tetramethyl-2,4,5,5a,7,8,9,9b-octahydro-1H-benzo[e]benzofuran C[C@@]12[C@H](CCO1)[C@@]1([C@@H](CC2)C(CCC1)(C)C)C